O[C@@]1(COC2=CC=CC=C2[C@H]1NC(=O)C=1C=C2C(CCS(C2=CC1)(=O)=O)N1C(NC(CC1=O)(C)C)=N)C N-[(3S,4R)-3-hydroxy-3-methyl-chroman-4-yl]-4-(2-imino-4,4-dimethyl-6-oxo-hexahydropyrimidin-1-yl)-1,1-dioxo-3,4-dihydro-2H-thiochromene-6-carboxamide